SCCCCCCS 6-mercapto-1-hexanethiol